FC1(C(CN(CC1)C=1C(=NC2=CC=CC=C2N1)C(=O)O)C)F 3-(4,4-difluoro-3-methylpiperidin-1-yl)quinoxaline-2-carboxylic acid